C1(CC1)C=1OC2=C(N1)C1=C(C=C2OC)SC(=C1)C(=O)OCC ethyl 2-cyclopropyl-4-methoxythieno[2',3':5,6]benzo[1,2-d]oxazole-7-carboxylate